COC=1C=C(C=CC1OS(=O)(=O)C1=CC=C(C=C1)C)\C=C/C(=O)C1=CC=C(OCC(=O)O)C=C1 2-[4-[(Z)-3-[3-Methoxy-4-(4-methylphenyl)sulfonyloxyphenyl]prop-2-enoyl]phenoxy]acetic acid